(2-aminoethyl)-1-(3-(methylthio)propyl)pyridin-2(1H)-one NCCC=1C(N(C=CC1)CCCSC)=O